(4-octyloxyphenyl)phenyliodonium tetrakis(3,5-bistrifluoromethylphenyl)borate FC(C=1C=C(C=C(C1)C(F)(F)F)[B-](C1=CC(=CC(=C1)C(F)(F)F)C(F)(F)F)(C1=CC(=CC(=C1)C(F)(F)F)C(F)(F)F)C1=CC(=CC(=C1)C(F)(F)F)C(F)(F)F)(F)F.C(CCCCCCC)OC1=CC=C(C=C1)[I+]C1=CC=CC=C1